F[C@@H]\1[C@]2(CC[C@@](C/C1=C/C1=NN=C(S1)C1=C(C=C(C=C1)N1C=NC=C1)O)(N2)C)C 2-(5-((Z)-((1R,2S,5S)-2-fluoro-1,5-dimethyl-8-azabicyclo[3.2.1]octan-3-ylidene)methyl)-1,3,4-thiadiazol-2-yl)-5-(1H-imidazol-1-yl)phenol